N1C(=NC2=C1C=CC=C2)NC(=O)NC2=CC=C(C=C2)C(C)(C)C 1-(1H-benzo[d]imidazol-2-yl)-3-(4-(tert-butyl)phenyl)urea